NC=1C(=C(C(=CC1)F)C1N(CC=2N(C1)C=NC2C(=O)NC)C)F 6-(3-Amino-2,6-difluorophenyl)-N,7-dimethyl-5H,6H,8H-imidazo[1,5-a]pyrazine-1-carboxamide